N-(tert-butoxycarbonyl)-valine C(C)(C)(C)OC(=O)N[C@@H](C(C)C)C(=O)O